N=1SN=C2C1C=CC(=C2)C2N(CC(CC2)C)C(=O)OC(C)(C)C Tert-butyl 2-(benzo[C][1,2,5]thiadiazol-5-yl)-5-methylpiperidine-1-carboxylate